ClC1=NC(=C(C=C1C)C)C 2-chloro-3,5,6-trimethylpyridine